N-((1r,4r)-4-(3-Chloro-4-cyanophenoxy)cyclohexyl)-6-(2-(4-(4-(2,4-dioxotetrahydropyrimidin-1(2H)-yl)-1H-indol-1-yl)piperidin-1-yl)-7-azaspiro[3.5]nonan-7-yl)pyridazine-3-carboxamide ClC=1C=C(OC2CCC(CC2)NC(=O)C=2N=NC(=CC2)N2CCC3(CC(C3)N3CCC(CC3)N3C=CC4=C(C=CC=C34)N3C(NC(CC3)=O)=O)CC2)C=CC1C#N